2-amino-1-(3-((4-chloro-5-fluoropyridin-2-yl)amino)-2-(3,4-difluorophenyl)-8,8-dimethyl-5,6-dihydroimidazo[1,2-a]pyrazin-7(8H)-yl)ethan-1-one NCC(=O)N1C(C=2N(CC1)C(=C(N2)C2=CC(=C(C=C2)F)F)NC2=NC=C(C(=C2)Cl)F)(C)C